C(C=C)(=O)OC12C=CC(CC1O)C2 acryloyloxy-6-hydroxynorbornene